OC(CCCCCCCCCC(=O)O)CCC(CCCCCCCCCCCCC)O 11,14-Dihydroxyheptacosanoic acid